(S)-N-(6-(1-((3R,4R)-4-hydroxy-3-methyltetrahydrofuran-3-yl)piperidin-4-yl)-7-methylisoquinolin-3-yl)-6-oxaspiro[2.5]octane-1-carboxamide O[C@@H]1[C@](COC1)(C)N1CCC(CC1)C=1C=C2C=C(N=CC2=CC1C)NC(=O)[C@H]1CC12CCOCC2